N-(1-(2-fluoro-5-(trifluoromethoxy)phenyl)ethyl)-2-methoxynicotinamide FC1=C(C=C(C=C1)OC(F)(F)F)C(C)NC(C1=C(N=CC=C1)OC)=O